OC1=CC=C(NC=2SC=C(N2)C2=CC=C(C=C2)Cl)C=C1 2-(p-hydroxyanilino)-4-(p-chlorophenyl)thiazole